C1N(CCC2=CC=CC=C12)C[C@H](CN1C(C2=CC=C(C=C2CC1)OC1CCN(CC1)C1COC1)=O)O 2-[(2R)-3-(3,4-Dihydro-1H-isochinolin-2-yl)-2-hydroxy-propyl]-6-[[1-(oxetan-3-yl)-4-piperidyl]oxy]-3,4-dihydroisochinolin-1-on